p-hydroxymethylazobenzene OCC1=CC=C(C=C1)N=NC1=CC=CC=C1